BrCCN(S(=O)(=O)C1=C(C=C(C=C1CCCCC)O)O)CCO N-(2-bromoethyl)-2,4-dihydroxy-N-(2-hydroxyethyl)-6-pentyl-benzenesulfonamide